CCC(CCC(C)C1CCC2[C@@]1(CCC3C2CC(C4=CC(=O)CC[C@]34C)O)C)C(C)C Stigmast-4-en-6β-ol-3-one